NC=1N=C(SC1C(=O)C1=CC=C(OCC(=O)OCC)C=C1)N(C1=CC=C(C=C1)F)[C@@H](C(=O)N)C |r| rac-ethyl 2-[4-[4-amino-2-(4-fluoro-N-[2-amino-1-methyl-2-oxoethyl]anilino)thiazole-5-carbonyl]phenoxy]acetate